BrC1=C(C=CC=C1)[C@@H]1CN(CCN1)C1=CC(=NC(=N1)N)NCC1CC1 (R)-6-(3-(2-bromophenyl)piperazin-1-yl)-N4-(cyclopropylmethyl)pyrimidine-2,4-diamine